C(C)(C)(C)NC(=O)C1=NC=CC(=C1)NC(CC1=CC(=C(C=C1)O)Cl)=O N-tert-Butyl-4-[[2-(3-chloro-4-hydroxy-phenyl)acetyl]amino]pyridine-2-carboxamide